2-(n-pentylamino)ethanol C(CCCC)NCCO